C(CC)C1C(=O)NC(CC1)=O n-propylglutarimide